1-(3-chloroindolizin-1-yl)ethan-1-one ClC1=CC(=C2C=CC=CN12)C(C)=O